2-(4-Cyano-phenoxy)-N-[5-(2-dimethylamino-ethoxy)-6-methoxy-benzothiazol-2-yl]-2-(4-ethanesulfonyl-phenyl)-acetamide C(#N)C1=CC=C(OC(C(=O)NC=2SC3=C(N2)C=C(C(=C3)OC)OCCN(C)C)C3=CC=C(C=C3)S(=O)(=O)CC)C=C1